FC(C)(F)C1=NC(=CC(=N1)NC1=CC(=NC=C1OC)NC(C)=O)C=1C=NN(C1)C(F)F N-(4-((2-(1,1-difluoroethyl)-6-(1-(difluoromethyl)-1H-pyrazol-4-yl)pyrimidin-4-yl)amino)-5-methoxypyridin-2-yl)acetamide